C(C)(C)(C)OC(=O)N1CC2=NN(C=C2C1)CC1CC1 (cyclopropylmethyl)-2,6-dihydropyrrolo[3,4-c]pyrazole-5(4H)-carboxylic acid tert-butyl ester